(S)-1-[2-(1-isopropyl-1H-indazole-3-yl)phenyl]-2-(6-methylpyridine-2-yl)ethan-1-amine C(C)(C)N1N=C(C2=CC=CC=C12)C1=C(C=CC=C1)[C@H](CC1=NC(=CC=C1)C)N